C(CCC(=O)OC1CC(N(C(C1)(C)C)OCCCCCCCC)(C)C)(=O)OC1CC(N(C(C1)(C)C)OCCCCCCCC)(C)C bis(1-octyloxy-2,2,6,6-tetramethyl-4-piperidyl) succinate